8-(4-chloro-2-fluoro-phenyl)-2-methyl-6-[(2R)-2-(1-methylpyrazol-4-yl)morpholin-4-yl]-3-(2,2,2-trifluoroethyl)pyrido[3,4-d]pyrimidin-4-one ClC1=CC(=C(C=C1)C1=NC(=CC2=C1N=C(N(C2=O)CC(F)(F)F)C)N2C[C@H](OCC2)C=2C=NN(C2)C)F